methyl 3-(difluoromethyl)-1-(4-fluorophenyl)-1H-pyrazole-5-carboxylate FC(C1=NN(C(=C1)C(=O)OC)C1=CC=C(C=C1)F)F